6-fluoro-4-oxo-7-(3-propionylazetidin-1-yl)-1-(1,3-thiazol-2-yl)-1,4-dihydro-1,8-naphthyridine-3-carboxylic acid FC=1C=C2C(C(=CN(C2=NC1N1CC(C1)C(CC)=O)C=1SC=CN1)C(=O)O)=O